4-(2-{[(4aS,7aR)-1-methyl-octahydro-1H-cyclopenta[B]pyridin-4a-yl]methoxy}-8-fluoro-4-(1,4-oxaazepan-4-yl)quinazolin-7-yl)-5-ethynyl-6-fluoronaphthalene-2-ol CN1[C@H]2[C@@](CCC1)(CCC2)COC2=NC1=C(C(=CC=C1C(=N2)N2CCOCCC2)C2=CC(=CC1=CC=C(C(=C21)C#C)F)O)F